4-tertiary butyl-aniline C(C)(C)(C)C1=CC=C(N)C=C1